ClC=1C=C2C(=CN=C(C2=CN1)OC1CC1)CC(CC)N (6-chloro-1-cyclopropoxy-2,7-naphthyridin-4-yl)butan-2-amine